4-[5-(4-methylphenyl)-3-(trifluoromethyl)-1H-pyrazol-1-yl]-benzenesulfonamide CC1=CC=C(C=C1)C1=CC(=NN1C1=CC=C(C=C1)S(=O)(=O)N)C(F)(F)F